OC1=CC=CC2=C1N=C1N2CCN([C@H]1C)C(=O)OC(C)(C)C tert-butyl (1S)-9-hydroxy-1-methyl-1,2,3,4-tetrahydrobenzo[4,5]imidazo[3,2-a]pyrazine-2-carboxylate